ClC=1C=CC2=C(CCC=3C(=NC=CC3)C2=C2CCN(CC2)CCCCOC2=CC=C(C=C2)[C@@H]2CC[C@H](CC2)CC(=O)O)C1 trans-2-(4-(4-(4-(4-(8-chloro-5,6-dihydro-11H-benzo[5,6]cyclohepta[1,2-b]pyridin-11-ylidene)piperidin-1-yl)butoxy)phenyl)-cyclohexyl)acetic acid